ClC=1C(=NC=CC1NN)OC (3-chloro-2-methoxy-pyridin-4-yl)-hydrazine